ClC=1C=C(C=C(C1F)C(F)(F)F)N(C(=O)C=1N=C(SC1)C#C)C1C(N(CC1)CC(F)(F)F)=O N-(3-Chloro-4-fluoro-5-(trifluoromethyl)phenyl)-2-ethynyl-N-(2-oxo-1-(2,2,2-trifluoroethyl)pyrrolidin-3-yl)thiazole-4-carboxamide